ethyl-(S)-4-chloro-2-aminobutyric acid C(C)[C@@](C(=O)O)(CCCl)N